[N].C(=C)C1=CC=CC(=N1)C1=NC(=CC=C1)C=C 6,6'-divinyl-bipyridyl nitrogen